methyl-methylimidazole hydrochloride Cl.CC=1N=C(NC1)C